ClC1=[N+](C=CC(=C1)C=C1SC2=C(N1C)C=CC(=C2)OC)C 2-chloro-4-((6-methoxy-3-methylbenzo[d]thiazol-2(3H)-ylidene)methyl)-1-methylpyridin-1-ium